C1(=CC(=CC=C1)C1=NC(=NC=C1Cl)N[C@@H]1CNCCC1)C1=CC=CC=C1 (S)-4-([1,1'-biphenyl]-3-yl)-5-chloro-N-(piperidin-3-yl)pyrimidin-2-amine